FC1=C(C=C(C(=C1)C(F)(F)F)C1=NC=C(C=N1)F)NC(=O)N1[C@@H]2C[C@H](C[C@]1(C2)C=2OC(=NN2)C)C(F)(F)F (1S,3R,5R)-N-(2-fluoro-5-(5-fluoropyrimidin-2-yl)-4-(trifluoromethyl)phenyl)-1-(5-methyl-1,3,4-oxadiazol-2-yl)-3-(trifluoromethyl)-6-azabicyclo[3.1.1]heptane-6-carboxamide